methyl 2-(4-cyano-2-methylphenyl)acetate C(#N)C1=CC(=C(C=C1)CC(=O)OC)C